4-(4-hydroxy-7-methoxyquinazolin-6-yl)-3,6-dihydropyridine-1(2H)-carboxylate OC1=NC=NC2=CC(=C(C=C12)C=1CCN(CC1)C(=O)[O-])OC